ClC(OC1=CC=C(C=C1)NC(=O)C1=CC2=C(N(C=N2)C(C)C)C(=C1)C1=C(C=NN1)F)(F)F N-(4-(chlorodifluoromethoxy)phenyl)-7-(4-fluoro-1H-pyrazol-5-yl)-1-isopropyl-1H-benzo[d]Imidazole-5-carboxamide